8-ethoxy-N-((3r,4s)-3-methyl-1-(methylsulfonyl)piperidin-4-yl)-7-(1H-pyrazol-4-yl)-[1,2,4]triazolo[1,5-a]pyridin-2-amine C(C)OC=1C=2N(C=CC1C=1C=NNC1)N=C(N2)N[C@@H]2[C@@H](CN(CC2)S(=O)(=O)C)C